NC1=NC=C(C2=C1C=NN2)NC(C(=O)N([C@@H](C)C(C)C)CC2=C(C=CC=C2)C)=O (S)-N1-(4-amino-1H-pyrazolo[4,3-c]pyridin-7-yl)-N2-(2-methylbenzyl)-N2-(3-methylbutan-2-yl)oxalamide